C(C)(C)(C)OC(=O)N1CCN(CC1)C1=NC=C(C=C1)C=CC(=O)OC l-4-(5-(3-methoxy-3-oxoprop-1-en-1-yl)pyridin-2-yl)piperazine-1-carboxylic acid tert-butyl ester